ClC=1C=C(C=2N(N1)C=C(N2)C)NCC2=C(C=C(C=C2)OC)OC 6-Chloro-N-(2,4-dimethoxybenzyl)-2-methylimidazo[1,2-b]pyridazin-8-amine